(S)-(4-(5-fluorobenzo[d]oxazol-2-yl)-6,7-dihydro-1H-imidazo[4,5-c]pyridin-5(4H)-yl)(5-(5-methylpyridin-2-yl)-1,3,4-oxadiazol-2-yl)methanone FC=1C=CC2=C(N=C(O2)[C@H]2N(CCC3=C2N=CN3)C(=O)C=3OC(=NN3)C3=NC=C(C=C3)C)C1